C1(CC1)C(=O)NC1=NC=C(C(=O)NC([2H])([2H])[2H])C(=C1)NC=1C=NN2C1C(=C(C=C2)C(C(F)(F)F)=O)OC 6-(Cyclopropanecarboxamido)-4-((4-methoxy-5-(2,2,2-trifluoroacetyl)pyrazolo[1,5-a]pyridin-3-yl)amino)-N-(methyl-d3)nicotinamide